N-(1-(4-isopropylcyclohexyl)-2-((2-(methylcarbamoyl)-2-(6-oxo-5,7-diazaspiro[2.5]octan-5-yl)-2,3-dihydro-1H-inden-5-yl)amino)-2-oxoethyl)-1-methyl-1H-pyrazole-5-carboxamide C(C)(C)C1CCC(CC1)C(C(=O)NC=1C=C2CC(CC2=CC1)(N1CC2(CC2)CNC1=O)C(NC)=O)NC(=O)C1=CC=NN1C